ClC1=NC(=NC(=N1)C1=CC=CC=C1)C1=CC(=CC=C1)C=1C=CC=2C3(C4=CC=CC=C4C2C1)CCCCC3 2-chloro-4-phenyl-6-(3-(spiro[cyclohexane-1,9'-fluoren]-3'-yl)phenyl)-1,3,5-triazine